CN1N=C(C=C1)C=1N(C=CC1)S(=O)(=O)C1=CC=C(C)C=C1 2-(1-methyl-1H-pyrazol-3-yl)-1-p-toluenesulfonyl-1H-pyrrole